C(C)[C@@H]1N(C[C@H](N(C1)C(C)C1=CC=C2C=CN=CC2=C1)CC)C=1C=2C(N(C(C1)=O)C)=CN(N2)CC#N 2-(7-((2S,5R)-2,5-diethyl-4-(1-(isoquinolin-7-yl)ethyl)piperazin-1-yl)-4-methyl-5-oxo-4,5-dihydro-2H-pyrazolo[4,3-b]pyridin-2-yl)acetonitrile